4-(difluoromethyl)-N-[4-fluoro-5-[2-[rac-(3R)-3-methylmorpholin-4-yl]pyrimidin-5-yl]-2-[rac-(3S,5R)-3,4,5-trimethylpiperazin-1-yl]phenyl]-6-oxo-1H-pyridine-3-carboxamide FC(C=1C(=CNC(C1)=O)C(=O)NC1=C(C=C(C(=C1)C=1C=NC(=NC1)N1[C@@H](COCC1)C)F)N1C[C@@H](N([C@@H](C1)C)C)C)F |r|